C(C1=CC=CC=C1)OC(=O)[C@H]1NC1 (S)-aziridine-2-carboxylic acid benzyl ester